ethyl 2-[2-[3-(2-formyl-3-hydroxyphenoxymethyl)thiomorpholine-4-carbonyl]phenyl]acetate C(=O)C1=C(OCC2N(CCSC2)C(=O)C2=C(C=CC=C2)CC(=O)OCC)C=CC=C1O